C(C)OC(=O)C=1C(=NC(=NC1)COC)OC 4-methoxy-2-(methoxymethyl)pyrimidine-5-carboxylic acid ethyl ester